N-(4-(4-amino-3-bromo-7-cyano-1-methyl-1H-pyrrolo[3,2-c]pyridin-2-yl)-3-chlorophenyl)methacryl-amide NC1=NC=C(C2=C1C(=C(N2C)C2=C(C=C(C=C2)NC(C(=C)C)=O)Cl)Br)C#N